NC=1C(NC2=C3C=CC=NC3=C(C=C2C1C1=NC=CC2=C1C=NN2C2OCCCC2)C)=O 3-amino-6-methyl-4-[1-(oxan-2-yl)pyrazolo[4,3-c]pyridin-4-yl]-1H-1,7-phenanthrolin-2-one